FC(C1=C2C(=NC=C1)C=CS2)(F)F 7-(trifluoromethyl)thieno[3,2-b]pyridine